BrC1=NC(=CC(=C1)[C@@H]1[C@@H](N(CCO1)C(=O)OC(C)(C)C)C)Cl tertbutyl cis-2-(2-bromo-6-chloropyridin-4-yl)-3-methylmorpholine-4-carboxylate